1-(methoxymethyl)-N-methyl-3-(prop-2-yn-1-ylamino)-1a,6b-dihydro-1H-cyclopropa[b]benzofuran-6-carboxamide COCC1C2OC3=C(C21)C(=CC=C3NCC#C)C(=O)NC